Tert-butyl 3-(4-{[(2-chlorophenyl) acetyl] amino}-2-{[(dimethylamino) methylene] sulfamoyl} phenyl)-1H-pyrrole-1-carboxylate ClC1=C(C=CC=C1)CC(=O)NC1=CC(=C(C=C1)C1=CN(C=C1)C(=O)OC(C)(C)C)S(N=CN(C)C)(=O)=O